2-[[4-[5-cyclopropyl-2-(2H-tetrazol-5-yl)phenyl]piperazin-1-yl]methyl]-1,3-benzothiazole C1(CC1)C=1C=CC(=C(C1)N1CCN(CC1)CC=1SC2=C(N1)C=CC=C2)C=2N=NNN2